5-bromo-1,2,2-trimethyl-3H-indole BrC=1C=C2CC(N(C2=CC1)C)(C)C